CC1=CC=NC2=C(C=CC(=C12)C)C(=O)[O-] 4,5-dimethyl-8-quinolate